((S)-4-((S)-4-chloro-3-methyl-2'-(((S)-1-methylpyrrolidin-2-yl)methoxy)-5',8'-dihydro-6'H-spiro[inden-1,7'-quinazolin]-4'-yl)-1-(2-fluoroacryloyl)piperazin-2-yl)acetonitrile ClC1=C2C(=C[C@@]3(CCC=4C(=NC(=NC4C3)OC[C@H]3N(CCC3)C)N3C[C@@H](N(CC3)C(C(=C)F)=O)CC#N)C2=CC=C1)C